COCCOCCN(CCOCCOC)CCOCCOC tri(2-(2-methoxyethoxy)ethyl)amine